3-((6-bromo-7-chloro-5-fluoro-4-(2-isopropyl-6-methylphenyl)-2,3-dioxo-3,4-dihydroquinoxalin-1(2H)-yl)methyl)azetidine-1-carboxylic acid tert-butyl ester C(C)(C)(C)OC(=O)N1CC(C1)CN1C(C(N(C2=C(C(=C(C=C12)Cl)Br)F)C1=C(C=CC=C1C)C(C)C)=O)=O